C(C)[C@]1(C(OCC=2C(N3CC=4C(=NC=5C=C(C(=C6C5C4[C@H](CC6)NC(CO)=O)C)F)C3=CC21)=O)=O)O N-[(1S,9S)-9-Ethyl-5-fluoro-9-hydroxy-4-methyl-10,13-dioxo-2,3,9,10,13,15-hexahydro-1H,12H-benzo[de]pyrano[3',4':6,7]indolizino[1,2-b]quinolin-1-yl]-2-hydroxyacetamide